4-[2-[2-[[6-fluoro-5-[4-(6-methoxyimidazo[1,2-a]-pyridin-2-yl)phenyl]pyridin-2-yl]-[(2-methylpropan-2-yl)oxycarbonyl]amino]ethoxy]-ethoxy]phthalic acid FC1=C(C=CC(=N1)N(CCOCCOC=1C=C(C(C(=O)O)=CC1)C(=O)O)C(=O)OC(C)(C)C)C1=CC=C(C=C1)C=1N=C2N(C=C(C=C2)OC)C1